FC1=C(C=C(C=C1)N(C(=O)C1N(NC(C1)=O)C1=NC(=CC(=N1)C)C(F)(F)F)C)C N-(4-fluoro-3-methylphenyl)-N-methyl-2-(4-methyl-6-(trifluoromethyl)pyrimidin-2-yl)-5-oxopyrazolidine-3-carboxamide